N-isopropyl-1-[4-(trifluoromethyl)phenoxy]isoquinoline-6-carboxamide C(C)(C)NC(=O)C=1C=C2C=CN=C(C2=CC1)OC1=CC=C(C=C1)C(F)(F)F